FC=1C=C(C=CC1)[C@@H]1N(C[C@H](CC1)C)C(C(=O)NC=1C=C(C=NC1)C(=O)N)=O |r| rac-5-{2-[(2R,5S)-2-(3-Fluorophenyl)-5-methylpiperidin-1-yl]-2-oxoacetamido}pyridine-3-carboxamide